Methyl (R)-3-((1R,3R)-1-(3-(2-((tert-butoxycarbonyl) (3-fluoropropyl) amino) ethoxy)-6-Fluoro-2-methylphenyl)-3-methyl-1,3,4,9-tetrahydro-2H-pyrido[3,4-b]Indol-2-yl)-2-methylpropionate C(C)(C)(C)OC(=O)N(CCOC=1C(=C(C(=CC1)F)[C@H]1N([C@@H](CC2=C1NC1=CC=CC=C21)C)C[C@H](C(=O)OC)C)C)CCCF